((4r,5s,7r,8r,9s,10r)-8,10-dihydroxy-7-(hydroxymethyl)-9-(4-(3,4,5-trifluorophenyl)-1H-1,2,3-triazol-1-yl)-1,6-dioxaspiro[4.5]decan-4-yl)-[1,1'-biphenyl]-3-carboxamide O[C@H]1[C@H](O[C@@]2([C@H](CCO2)C2=C(C=CC=C2C(=O)N)C2=CC=CC=C2)[C@@H]([C@H]1N1N=NC(=C1)C1=CC(=C(C(=C1)F)F)F)O)CO